2,4,6-trimethylphenylimidazolidin CC1=C(C(=CC(=C1)C)C)N1CNCC1